N1=C(C=CC=C1)SS[C@H]1[C@@H](CCCC1)O trans-2-(pyridin-2-yldisulfanyl)cyclohexan-1-ol